FC(C1=CC=C(CN2CC(N(CC2)CC2=CC=C(OC(C(=O)O)(C)C)C=C2)C)C=C1)(F)F 2-(4-((4-(4-(Trifluoromethyl)benzyl)-2-methylpiperazin-1-yl)methyl)phenoxy)-2-methylpropanoic acid